4-amino-7-chloro-1-phenyl-5-(1H-pyrazol-3-yl)quinazolin-2(1H)-one NC1=NC(N(C2=CC(=CC(=C12)C1=NNC=C1)Cl)C1=CC=CC=C1)=O